C(=O)(O)CCNC(C)CC1=CC=CC=C1 N-Carboxyethyl-amphetamine